6-[2-(3-[[(2S)-1-[6-oxo-5-(trifluoromethyl)-1,6-dihydropyridazin-4-yl]pyrrolidin-2-yl]methoxy]propanoyl)-2,8-diazaspiro[4.5]decan-8-yl]pyridine-3-carbonitrile O=C1C(=C(C=NN1)N1[C@@H](CCC1)COCCC(=O)N1CC2(CC1)CCN(CC2)C2=CC=C(C=N2)C#N)C(F)(F)F